BrC=1C=NC=2N(C=3C=CC(=CC3OC2C1)Br)CCOCCN1CC2COCC(C1)C2 6,12-dibromo-2-[2-(2-{3-oxa-7-azabicyclo[3.3.1]nonan-7-yl}ethoxy)ethyl]-9-oxa-2,4-diazatricyclo[8.4.0.0^{3,8}]tetradeca-1(10),3(8),4,6,11,13-hexaene